C(C)(=O)N(N(C(=O)C1=CC=2C3=C(C(=NC2C=C1)N)C=NN3C)CC3=NC=C(C=C3)C(F)(F)F)C31CC(C3)C1 N'-acetyl-4-amino-N'-(1-bicyclo[1.1.1]pentanyl)-1-methyl-N-[[5-(trifluoromethyl)-2-pyridyl]methyl]pyrazolo[4,3-c]quinoline-8-carbohydrazide